C1(CC1)C1=C2CCN(C(C2=CC(=C1)CN1C(=NC=C1)NC)=O)CC=1C=C(C(=NC1)C#N)OCC 5-((5-cyclopropyl-7-((2-(methylamino)-1H-imidazol-1-yl)methyl)-1-oxo-3,4-dihydroisoquinolin-2(1H)-yl)methyl)-3-ethoxypicolinonitrile